N-[3-tert-butyl-1-(4-methylphenyl)-1H-pyrazol-5-yl]-2-hydroxy-2-[4-(tetramethyl-1,3,2-dioxaborolan-2-yl)phenyl]acetamide C(C)(C)(C)C1=NN(C(=C1)NC(C(C1=CC=C(C=C1)B1OC(C(O1)(C)C)(C)C)O)=O)C1=CC=C(C=C1)C